[3,4-bis(methoxycarbonyl)phenyl]boronic acid COC(=O)C=1C=C(C=CC1C(=O)OC)B(O)O